N-(2-fluoro-4-(5-(trifluoromethyl)-1,3,4-oxadiazol-2-yl)benzyl)-N-(pyridin-2-ylmethyl)methanesulfonamide FC1=C(CN(S(=O)(=O)C)CC2=NC=CC=C2)C=CC(=C1)C=1OC(=NN1)C(F)(F)F